IC1=NNC2=CN=C(C=C21)O[C@@H](CCN2C(C1=CC=CC=C1C2=O)=O)C 2-[(3R)-3-[(3-iodo-1H-pyrazolo[3,4-c]pyridin-5-yl)oxy]butyl]isoindoline-1,3-dione